N[13C@@H](C)C(=O)O alanine-13C